(R)-2-(4-(piperidin-3-ylamino)-5,7-dihydrofuro[3,4-d]pyridazin-1-yl)-5-(trifluoromethyl)phenol N1C[C@@H](CCC1)NC=1C2=C(C(=NN1)C1=C(C=C(C=C1)C(F)(F)F)O)COC2